FC=1C=C(C=CC1)C(N1CCN(CC1)C(=O)C=1C2=C(C=NC1)C=CN2)C2=CC(=CC=C2)F (4-(bis(3-fluorophenyl)methyl)piperazin-1-yl)(1H-pyrrolo[3,2-c]pyridin-7-yl)methanone